(±)-3-(5-methoxypyrazin-2-yl)-3-(3-(3-(5,6,7,8-tetrahydro-1,8-naphthyridin-2-yl)propyl)-1H-pyrazol-1-yl)propionic acid COC=1N=CC(=NC1)[C@@H](CC(=O)O)N1N=C(C=C1)CCCC1=NC=2NCCCC2C=C1 |r|